FC(C1=CC=C(C=C1)C1=CC=C(C=C1)C=C)(F)F 4-(trifluoromethyl)-4'-vinyl-1,1'-biphenyl